Methyl 3-(5-((1-benzoyl-4-hydroxypiperidin-4-yl)methyl)-4-oxo-4,5-dihydro-1H-pyrazolo[3,4-d]pyrimidin-1-yl)benzoate C(C1=CC=CC=C1)(=O)N1CCC(CC1)(O)CN1C=NC2=C(C1=O)C=NN2C=2C=C(C(=O)OC)C=CC2